(S)-N-(3-(5-fluoropyrimidin-2-yl)-4-(trifluoromethyl)phenyl)-4-methoxyazepane-1-carboxamide FC=1C=NC(=NC1)C=1C=C(C=CC1C(F)(F)F)NC(=O)N1CC[C@H](CCC1)OC